3-chloro-amino-3-aminopyridine ClC1(C(N=CC=C1)N)N